Butyl ((3-(5-((1H-imidazol-1-yl)methyl)pyridin-2-yl)-5-isobutylthiophen-2-yl)sulfonyl)carbamate N1(C=NC=C1)CC=1C=CC(=NC1)C1=C(SC(=C1)CC(C)C)S(=O)(=O)NC(OCCCC)=O